{[3-(methylamino)-2-[(methylamino)methyl]propyl]sulfanyl}[1-(2,5,8,11-tetraoxatetradecanoyloxy)ethoxy]phosphinic acid CNCC(CSP(O)(=O)OC(C)OC(OCCOCCOCCOCCC)=O)CNC